FC1=CC=CC(=N1)CN1C(=NC2=NC=C(C=C21)I)C 1-((6-fluoropyridin-2-yl)methyl)-6-iodo-2-methyl-1H-imidazo[4,5-b]pyridine